CC1=CC(=NO1)C1(C2CCN(CC12)C1=CN=C2C(=N1)NN=C2C2=C1C=CC=NC1=C(C=C2)C)CN (7-(5-methylisoxazol-3-yl)-3-(3-(8-methylquinolin-5-yl)-1H-pyrazolo[3,4-b]pyrazin-6-yl)-3-azabicyclo[4.1.0]heptan-7-yl)methanamine